6-methoxy-2-[3-(4-methyl-piperazin-1-yl)-propionyl]-1,2,3,4-tetrahydro-isoquinoline-5-carbaldehyde COC1=C(C=2CCN(CC2C=C1)C(CCN1CCN(CC1)C)=O)C=O